(4,4,5,5-Tetramethyl-1,3,2-dioxaborolan-2-yl)benzo[d]thiazole CC1(OB(OC1(C)C)C=1SC2=C(N1)C=CC=C2)C